CC=1OC(=CC1)CCC=CCC 2-methyl-5-(3-hexenyl)furan